pyrrolidin-1-yl-but-2-yn-1-one N1(CCCC1)C(C#CC)=O